oxocyclohexadecen-2-one O=C1C(C=CCCCCCCCCCCCC1)=O